[Na].C(=O)(OCC)\C(=C/O)\N(C)C=O (E)-2-carbethoxy-2-(formyl-methyl-amino)vinyl alcohol sodium salt